ClC=1N=C(C=2OCCN(C2N1)S(=O)(=O)C)N[C@@H]1CCC=2NC3=CC=CC=C3C2C1 2-chloro-8-methylsulfonyl-N-[(3R)-2,3,4,9-tetrahydro-1H-carbazol-3-yl]-6,7-dihydropyrimido[5,4-b][1,4]oxazin-4-amine